4-hexylhydroxy ether CCCC(CC)OO